C1(CC1)NC(=O)C=1C=C(C(=CC1)C)C1=CC=C(C=C1)C(C(C)O)=O N-cyclopropyl-4'-(2-hydroxypropionyl)-6-methyl-[1,1'-biphenyl]-3-carboxamide